C(=C)OS(=O)(=O)C1=CC=CC=C1 vinylbenzenesulphonate